(3R,5R,8S,9S,10R,13S,14S,17S)-10-fluoro-3-hydroxy-3,13-dimethylhexadecahydro-1H-cyclopenta[a]phenanthrene-17-carboxylic acid F[C@]12[C@H]3CC[C@@]4([C@H](CC[C@H]4[C@@H]3CC[C@@H]2C[C@](CC1)(C)O)C(=O)O)C